FCCCCCCCCCCCC=CCCCCCCCCCCCCF 1,25-difluoro-12-pentacosene